isopropyl (S)-6-diazo-2-((R)-2-(furan-2-yl)-2-hydroxyacetamido)-5-oxohexanoate [N+](=[N-])=CC(CC[C@@H](C(=O)OC(C)C)NC([C@H](O)C=1OC=CC1)=O)=O